O=C1NC(CCC1N(C=1C=C(C=CC1)C1CCN(CC1)CC(=O)O)C)=O 2-(4-(3-((2,6-dioxopiperidin-3-yl)(methyl)amino)phenyl)piperidin-1-yl)acetic acid